Pyrrolo[3,2-b]Pyridine-1-carboxylic acid tert-butyl ester C(C)(C)(C)OC(=O)N1C=CC2=NC=CC=C21